CC1CC=2C(CCCC2CC1C)(C)C 2,3,8,8-tetramethyl-1,2,3,4,5,6,7,8-octahydronaphthalen